methyl (4-ethoxy-3-(5-methyl-4-oxo-7-propyl-3,4-dihydroimidazo[5,1-f][1,2,4]triazin-2-yl)phenyl)glycinate C(C)OC1=C(C=C(C=C1)NCC(=O)OC)C1=NN2C(C(N1)=O)=C(N=C2CCC)C